N-(1-cyano-1-methyl-ethyl)-3-[(2R)-2-cyano-2-methyl-pyrrolidine-1-carbonyl]-8-methoxy-1-(2-thienyl)-5,6-dihydropyrrolo[2,1-a]isoquinoline-9-carboxamide C(#N)C(C)(C)NC(=O)C1=C(C=C2CCN3C(C2=C1)=C(C=C3C(=O)N3[C@@](CCC3)(C)C#N)C=3SC=CC3)OC